COC(=O)C1CCN(CC1)C(C(CCCC)NC([C@@H](CCC(F)(F)F)NC([C@@H](CC1=CC=CC=C1)N)=O)=O)=O [2-[[(2R)-2-[[(2R)-2-amino-3-phenyl-propionyl]amino]-5,5,5-trifluoro-pentanoyl]amino]hexanoyl]piperidine-4-carboxylic acid methyl ester